5-chloro-2-[(4-ethyl-3-oxopiperazin-1-yl)methyl]-7,8-dihydro-6H-spiro[[1,3]oxazolo[5,4-f]quinazoline-9,1'-cyclohexan]-7-one ClC=1C=C2C(=C3C1NC(NC31CCCCC1)=O)OC(=N2)CN2CC(N(CC2)CC)=O